5-(2-(Hydroxymethyl)pyrrolidin-1-yl)-2-(4-methoxybenzyl)-4-(trifluoromethyl)pyridazin-3(2H)-one OCC1N(CCC1)C1=C(C(N(N=C1)CC1=CC=C(C=C1)OC)=O)C(F)(F)F